OC=1C=C2CC[C@@H]([C@@H](C2=CC1)C1=CC=C(OCCCCN2CCC(CC2)C=2C=C(OC3=CC(N(C3)N3C(CCCC3=O)=O)=O)C=CC2)C=C1)C1=CC=CC=C1 (4-(3-(1-(4-(4-((1R,2S)-6-hydroxy-2-phenyl-1,2,3,4-tetrahydronaphthalen-1-yl)phenoxy)butyl)piperidin-4-yl)phenoxy)-2-oxo-2,5-dihydro-1H-pyrrol-1-yl)piperidine-2,6-dione